2-Methyl-2-(2,2,2-trifluoro-ethylamino)propanoic acid CC(C(=O)O)(C)NCC(F)(F)F